C(#N)C1=CC=C(CC=2NC(=NN2)C(=O)OCC)C=C1 Ethyl 5-(4-cyanobenzyl)-4H-1,2,4-triazol-3-carboxylate